ClC1=C(C=CC=C1)C1N(CC(N(C1)C)=O)C(=O)OC(C)(C)C tert-Butyl 2-(2-chlorophenyl)-4-methyl-5-oxo-piperazine-1-carboxylate